tert-butyl ((5S,8S,10aR)-8-(((R)-chroman-4-yl)carbamoyl)-3-(2-fluoro-2-methylpropanoyl)-6-oxodecahydropyrrolo[1,2-a][1,5]diazocin-5-yl)carbamate O1CC[C@H](C2=CC=CC=C12)NC(=O)[C@@H]1CC[C@H]2N1C([C@H](CN(CC2)C(C(C)(C)F)=O)NC(OC(C)(C)C)=O)=O